C(C)(=O)[O-].[Pt+2].C(C)(=O)[O-] platinous acetate